9-(1-((6-chloro-2-(1-methyl-1H-1,2,4-triazol-3-yl)pyridin-3-yl)amino)ethyl)-3-(1-(2-hydroxyethyl)azetidin-3-yl)-4,7-dimethyl-3,4-dihydro-5H-pyrazolo[3,4-c]isoquinolin-5-one ClC1=CC=C(C(=N1)C1=NN(C=N1)C)NC(C)C=1C=2C3=C(N(C(C2C=C(C1)C)=O)C)N(N=C3)C3CN(C3)CCO